N,N-diethylaminomethyltriethoxysilane C(C)N(CC)C[Si](OCC)(OCC)OCC